hydroxy-3-isopropylbenzoic acid OC1=C(C(=O)O)C=CC=C1C(C)C